O1C[C@@H](CC1)N1CC(C1)N (R)-1-(tetrahydrofuran-3-yl)azetidin-3-amine